tert-butyl ((4-(4-((trimethylsilyl)ethynyl)phenyl)-4,5,6,7-tetrahydropyrazolo[1,5-a]pyrimidin-6-yl)methyl)carbamate C[Si](C)(C)C#CC1=CC=C(C=C1)N1C=2N(CC(C1)CNC(OC(C)(C)C)=O)N=CC2